C(C1=CC=CC=C1)N(C(=O)C1=CC2=C(S1)C(=CC=C2OC)C2=CN(C(C=C2)=O)C)CCC(=O)NC N-benzyl-4-methoxy-7-(1-methyl-6-oxo-1,6-dihydropyridin-3-yl)-N-(3-(methylamino)-3-oxopropyl)benzo[b]thiophene-2-carboxamide